dichloro bisphosphate P(=O)(OCl)([O-])[O-].P(=O)(OCl)([O-])[O-]